8-(5-bromo-3,4-dihydro-2H-quinolin-1-yl)-2,4,5,7,12-pentazatricyclo[7.4.0.02,6]trideca-1(13),3,5,7,9,11-hexaene BrC1=C2CCCN(C2=CC=C1)C1=NC2=NN=CN2C2=CN=CC=C12